N-{4-[(2S)-2,3-dihydro-1,4-benzodioxin-2-yl]benzyl}-N-methylglycine O1[C@H](COC2=C1C=CC=C2)C2=CC=C(CN(CC(=O)O)C)C=C2